tert-butyl (2S)-4-(7-(8-chloronaphth-1-yl)-2,6,8-trifluoroquinazolin-4-yl)-2-(cyanomethyl)piperazine-1-carboxylate ClC=1C=CC=C2C=CC=C(C12)C1=C(C=C2C(=NC(=NC2=C1F)F)N1C[C@@H](N(CC1)C(=O)OC(C)(C)C)CC#N)F